2-methyl-5-oxo-6-(1-phenylethyl)-5,6-dihydro-1,6-naphthyridine-3-carboxylic acid CC1=NC=2C=CN(C(C2C=C1C(=O)O)=O)C(C)C1=CC=CC=C1